(S)-7-(6-amino-5-chloropyrazin-2-yl)-6-fluoro-3-(4-((6-oxo-5-(trifluoromethyl)-1,6-dihydropyridazin-4-yl)amino)pentyl)quinazolin-4(3H)-one NC1=C(N=CC(=N1)C1=C(C=C2C(N(C=NC2=C1)CCC[C@H](C)NC=1C=NNC(C1C(F)(F)F)=O)=O)F)Cl